CC1=CC=C(C=N1)NC=1C=C(C(=NC1)C=1N=NC(=CC1)N1C[C@@H](NCC1)C(C)C)O 5-[(6-methylpyridin-3-yl)amino]-2-{6-[(3S)-3-(propan-2-yl)piperazin-1-yl]pyridazin-3-yl}pyridin-3-ol